F[C@@H]1CN(CC[C@H]1C1=CC=CC=2N(C(N(C21)C)=O)C2C(N(C(CC2)=O)CC2=CC=C(C=C2)OC)=O)C(=O)OC(C)(C)C 1-Tert-butyl (3S,4S)-3-fluoro-4-[1-[1-[(4-methoxyphenyl)methyl]-2,6-dioxo-3-piperidyl]-3-methyl-2-oxo-benzimidazol-4-yl]piperidine-1-carboxylate